FC1(CCC(CC1)CC1=C(C(=O)N)C=CC(=C1)C#CC1=CC=NC=C1)F ((4,4-difluorocyclohexyl)methyl)-4-(pyridin-4-ylethynyl)benzamide